CS(=O)(=O)C1=CC=C(C=C1)C=1N=C2SC(=NN2C1)N1CCN(CC1)C(=O)OC(C)C isopropyl 4-(6-(4-(methylsulfonyl)phenyl)imidazo[2,1-b][1,3,4]thiadiazol-2-yl)piperazin-1-carboxylat